methyl 8-bromo-3,4-dihydro-2H-benzo[b][1,4]oxazine-6-carboxylate BrC1=CC(=CC2=C1OCCN2)C(=O)OC